N-(3-(3-nitrophenyl)-1-((2-(trimethylsilyl)ethoxy)methyl)-1H-indazol-5-yl)benzamide [N+](=O)([O-])C=1C=C(C=CC1)C1=NN(C2=CC=C(C=C12)NC(C1=CC=CC=C1)=O)COCC[Si](C)(C)C